4-oxo-N-[(6-{[4-(trifluoromethyl)piperidin-1-yl]methyl}imidazo[1,2-a]pyridin-2-yl)methyl]-4H-pyrido[1,2-a]pyrimidine-2-carboxamide 2-ethoxyethyl-2-ethyl-3,3-dimethylpentanoate C(C)OCCOC(C(C(CC)(C)C)CC)=O.O=C1C=C(N=C2N1C=CC=C2)C(=O)NCC=2N=C1N(C=C(C=C1)CN1CCC(CC1)C(F)(F)F)C2